5-(((Ra)-6-(2-cyanoethyl)-7-(2,3-dichlorophenyl)-8-fluoro-3-iodo-2-methylquinolin-4-yl)amino)-2-azabicyclo[2.1.1]hexane-2-carboxylate C(#N)CCC=1C=C2C(=C(C(=NC2=C(C1C1=C(C(=CC=C1)Cl)Cl)F)C)I)NC1C2CN(C1C2)C(=O)[O-]